C(#N)[C@H](C[C@H]1C(NC(C1)(C)C)=O)NC([C@H](CC1CC1)NC([C@H](CC1=CC=CC2=CC=CC=C12)NC(OCC1=CC=CC=C1)=O)=O)=O Benzyl ((S)-1-(((S)-1-(((S)-1-cyano-2-((R)-5,5-dimethyl-2-oxopyrrolidin-3-yl)ethyl)amino)-3-cyclopropyl-1-oxopropan-2-yl)amino)-3-(naphthalen-1-yl)-1-oxopropan-2-yl)carbamate